2-[3-(3,5-difluorophenyl)ureido]-4-trifluoromethoxybenzamide FC=1C=C(C=C(C1)F)NC(NC1=C(C(=O)N)C=CC(=C1)OC(F)(F)F)=O